2,2-dimethoxy-1-ethylamine COC(CN)OC